C(=CF)F vinylene difluoride